Ethyl ({[(3S,5aR,6R,7R,8aS)-6-[(1E,3R)-4-phenoxy-3-(tetrahydro-2H-pyran-2-yloxy)-1-buten-1-yl]-7-(tetrahydro-2H-pyran-2-yloxy)octahydro-2H-cyclopenta[b]oxepin-3-yl]methyl}thio)acetate O(C1=CC=CC=C1)C[C@@H](/C=C/[C@H]1[C@@H](C[C@@H]2OC[C@H](CC[C@@H]21)CSCC(=O)OCC)OC2OCCCC2)OC2OCCCC2